ClC(=C)C(F)(F)F mono-chlorotrifluoropropene